BrC=1C(=CC(=NC1)N1CCC(CC1)C(=O)OCCCC)C butyl 1-(5-bromo-4-methylpyridin-2-yl)piperidine-4-carboxylate